BrC=1C(=NC(=C(C(=O)NC=2C=C(C=CC2)[S@](=O)(C)=NCCNC(OC(C)(C)C)=O)C1C)N1CCC(CCC1)(F)F)C(F)(F)F tert-butyl (R)-(2-(((3-(5-bromo-2-(4,4-difluoroazepan-1-yl)-4-methyl-6-(trifluoromethyl)nicotinamido)phenyl)(methyl)(oxo)-λ6-sulfaneylidene)amino)ethyl)carbamate